NC=1C=CC(=C2CN(C(C12)=O)CC(C(=O)C1=CC=C(C=C1)OC)=C)C=1C=NC(=CC1)N 7-amino-4-(6-aminopyridin-3-yl)-2-[3-(4-methoxyphenyl)-2-methylidene-3-oxopropyl]-2,3-dihydro-1H-isoindol-1-one